O=C1N(CC2C1CN(C2)C(=O)OCC2C1=CC=CC=C1C=1C=CC=CC21)C(=O)OC(C)(C)C 5-((9H-fluoren-9-yl)methyl) 2-(tert-butyl) 1-oxotetrahydropyrrolo[3,4-c]pyrrole-2,5(1H,3H)-dicarboxylate